P(=O)(O)(O)C(CCOCCOCCOCCOC1=C(OC2=CC(=CC(=C2C1=O)O)O)C1=CC=CC=C1)P(=O)(O)O (12,12-bisphosphono-3,6,9-trioxa-dodecanoxy)-7,5-dihydroxyflavone